2,2',7,7'-tetrakis(N,N-diphenylamino)-2,7-diamino-9,9'-spirobifluorene C1(=CC=CC=C1)N(C1=CC=CC=C1)C1(C=C2C3(C4=CC(C=CC4=C2C=C1)(N)N(C1=CC=CC=C1)C1=CC=CC=C1)C1=CC(=CC=C1C=1C=CC(=CC13)N(C1=CC=CC=C1)C1=CC=CC=C1)N(C1=CC=CC=C1)C1=CC=CC=C1)N